BrC=1C(=CC=C2C(NC(=NC12)N1CCOCC1)=O)OC 8-bromo-7-methoxy-2-(morpholin-4-yl)-3,4-dihydroquinazolin-4-one